4-[2-(cyclopropylmethoxy)-5-methylsulfonylphenyl]-2-methyl-6-(4-methylpyrazol-1-yl)isoquinolin-1-one C1(CC1)COC1=C(C=C(C=C1)S(=O)(=O)C)C1=CN(C(C2=CC=C(C=C12)N1N=CC(=C1)C)=O)C